(R)-N-(5-(4-fluorophenoxy)pyridin-2-yl)-2-((R)-3-(5-(methylsulfonyl)-6-oxo-1,6-dihydropyridin-3-yl)piperidin-1-yl)propionamide FC1=CC=C(OC=2C=CC(=NC2)NC([C@@H](C)N2C[C@H](CCC2)C2=CNC(C(=C2)S(=O)(=O)C)=O)=O)C=C1